C(C)N([Si]1(O[SiH](O[Si](O[SiH](O1)C)(C)N(CC)C)C)C)C 2,6-bis(N-ethylmethylamino)-2,4,6,8-tetramethylcyclotetrasiloxane